trans-5-chloro-N-({4-methyl-2-[6-methyl-3-(2H-1,2,3-triazol-2-yl)pyridine-2-carbonyl]-2-azabicyclo[3.1.1]hept-3-yl}methyl)pyridin-2-amine ClC=1C=CC(=NC1)NCC1N(C2CC(C1C)C2)C(=O)C2=NC(=CC=C2N2N=CC=N2)C